NC1=NC(=CC(=C1)C=1N=NN(C1)CC1=CC=CC(=N1)N1CC(CC1)C(=O)O)C1=CC(=CC=C1)C#N 1-[6-({4-[2-amino-6-(m-cyanophenyl)-4-pyridinyl]-1H-1,2,3-triazol-1-yl}methyl)-2-pyridinyl]-3-pyrrolidinecarboxylic acid